C(C1=CC=CC=C1)=CC(=O)C=CC1=CC=CC=C1 Di-benzylidenaceton